[2-(2-aminophenyl)phenyl]-palladium NC1=C(C=CC=C1)C1=C(C=CC=C1)[Pd]